[2,4-difluoro-3-(1-[1H-pyrazolo[3,4-b]pyridin-5-yloxy]ethyl)phenyl]-2-methoxypyridine-3-sulfonamide FC1=C(C=CC(=C1C(C)OC=1C=C2C(=NC1)NN=C2)F)C2=C(C(=NC=C2)OC)S(=O)(=O)N